C(C)N(N=N)CC 3,3-Diethyltriaz-1-ene